(S)-4-(((3,6-dioxo-4-tetradecylpiperazin-2-yl)methyl)carbamoyl)benzoic acid O=C1[C@@H](NC(CN1CCCCCCCCCCCCCC)=O)CNC(=O)C1=CC=C(C(=O)O)C=C1